C(#N)C=1C=C(C=C(C1)C1=NC=C(C=N1)F)[C@H]1N(CCN(C1)S(=O)(=O)C)C(=O)OC(C)(C)C tert-butyl (R)-2-(3-cyano-5-(5-fluoropyrimidin-2-yl)phenyl)-4-(methylsulfonyl)piperazine-1-carboxylate